The molecule is an O-acyl carbohydrate consisting of glucose attached to 2-hydroxy-4-vanilloyloxymethylphenyl and trans-caffeoyl group at positions 1 and 6 respectively. Isolated from stems of Ilex latifolia, it exhibits inhibitory activity against alpha-glucosidase and lipase. It has a role as a metabolite, an EC 3.2.1.20 (alpha-glucosidase) inhibitor and an EC 3.1.1.3 (triacylglycerol lipase) inhibitor. It is a cinnamate ester, a polyphenol, a beta-D-glucoside and an O-acyl carbohydrate. It derives from a trans-caffeic acid and a vanillic acid. COC1=C(C=CC(=C1)C(=O)OCC2=CC(=C(C=C2)O[C@H]3[C@@H]([C@H]([C@@H]([C@H](O3)COC(=O)/C=C/C4=CC(=C(C=C4)O)O)O)O)O)O)O